1-[(3R)-oxolan-3-yl]pyrazol-3-amine O1C[C@@H](CC1)N1N=C(C=C1)N